Cyclohexadiene ruthenium [Ru].C1=CC=CCC1